6-(3-(Azetidin-1-yl)phenyl)-5,7-dimethyl-2-(4-(piperazin-1-yl)phenyl)-2,6-dihydro-1H-pyrrolo[3,4-d]pyridazin-1-one N1(CCC1)C=1C=C(C=CC1)N1C(=C2C(N(N=CC2=C1C)C1=CC=C(C=C1)N1CCNCC1)=O)C